FC1(CCN(CC1)CC1=CC=C(C=C1)[C@H](C)NC=1N=CC2=C(N1)N(C(C=C2)=O)CC(F)(F)F)F 2-{[(1S)-1-{4-[(4,4-difluoropiperidin-1-yl)methyl]phenyl}ethyl]amino}-8-(2,2,2-trifluoroethyl)pyrido[2,3-d]pyrimidin-7(8H)-one